S(CCC(=O)OCCCCCCCCCCCCCCCC(C)C)CCC(=O)OCCCCCCCCCCCCCCCC(C)C di(isostearyl) thiodipropionate